trans-Biphenylene C1=CC=CC=2C3=CC=CC=C3C12